(S)-N-(1-(cyanomethyl)-4-cyclobutyl-3-(4-fluorophenyl)-1H-pyrazol-5-yl)-2-(2,2,3,3-tetrafluorocyclobutyl)acetamide C(#N)CN1N=C(C(=C1NC(C[C@@H]1C(C(C1)(F)F)(F)F)=O)C1CCC1)C1=CC=C(C=C1)F